BrC1=C(C(=C(NC(C(=O)O)C)C=C1)[N+](=O)[O-])C 2-(4-bromo-3-methyl-2-nitro-anilino)propionic acid